C(C)(C)(C)N(C(O)=O)CCCCOCC=O.FC=1C=C(C=CC1F)C1=NN2C(CN(CC2)C(C)=O)=C1C1=CC=NC=C1 1-(2-(3,4-difluorophenyl)-3-(pyridin-4-yl)-6,7-dihydropyrazolo[1,5-a]pyrazin-5(4H)-yl)ethan-1-one tert-butyl-(4-(2-oxoethoxy)butyl)carbamate